Nitronaphthoic acid [N+](=O)([O-])C1=C(C2=CC=CC=C2C=C1)C(=O)O